OC[C@H]1NCCC[C@H]1NC(OC(C)(C)C)=O tert-butyl ((2S,3R)-2-(hydroxymethyl)piperidin-3-yl)carbamate